methyl 2-(2-chloropropanoylamino)benzoate ClC(C(=O)NC1=C(C(=O)OC)C=CC=C1)C